C(C)C1=C2C=C(N=CC2=C(N=C1)N1CC(C1)CS(=O)(=O)C)NC1=NC(=NC=C1)N1C[C@]([C@@H](CC1)O)(C)F (3S,4R)-1-[4-({5-ethyl-8-[3-(methanesulfonylmeth-yl)azetidin-1-yl]-2,7-naphthyridin-3-yl}amino)pyrimidin-2-yl]-3-fluoro-3-methylpiperidin-4-ol